4-((2R,3S,4R,5R)-3-(3,4-difluoro-2-(methoxy-d3)phenyl)-4,5-dimethyl-5-(trifluoromethyl)tetrahydrofuran-2-carboxamido)picolinamide FC=1C(=C(C=CC1F)[C@H]1[C@@H](O[C@]([C@@H]1C)(C(F)(F)F)C)C(=O)NC1=CC(=NC=C1)C(=O)N)OC([2H])([2H])[2H]